C1(=CCCC1)C1=C(C=C(C=C1)[N+](=O)[O-])F 1-(Cyclopent-1-En-1-Yl)-2-Fluoro-4-Nitrobenzene